3-fluoro-2-methoxypyridine-4-sulfonylfluoride FC=1C(=NC=CC1S(=O)(=O)F)OC